CC1=CC=C(C=N1)N1CC(CCC1)N 1-(6-methyl-3-pyridinyl)piperidin-3-amine